BrC=1C=C(C2=C(N=C(O2)C2=CC(=CC=C2)C2(COC2)CC2=NN=CN2C)C1)C(F)(F)F 5-Bromo-2-(3-(3-((4-methyl-4H-1,2,4-triazol-3-yl)methyl)oxetan-3-yl)phenyl)-7-(trifluoromethyl)benzo[d]oxazole